(5-fluoropyridin-3-yl)-7-methyl-6-(3-azaspiro[5.5]undec-8-en-9-yl)-7H-pyrrolo[2,3-d]pyrimidin-4-amine FC=1C=C(C=NC1)C=1N=C(C2=C(N1)N(C(=C2)C2=CCC1(CCNCC1)CC2)C)N